CC(=CCC/C(=C/CC/C(=C/CC/C(=C\\CC/C(=C\\CC/C(=C\\CC/C(=C\\CC/C(=C\\CC/C(=C\\CC/C(=C\\CC/C(=C\\CC/C(=C\\CC/C(=C\\COP(=O)(O)OP(=O)(O)O)/C)/C)/C)/C)/C)/C)/C)/C)/C)/C)/C)/C)C The molecule is a tridecaprenyl diphosphate having two (E)- and ten (Z)-double bonds. It is a conjugate acid of a ditrans,polycis-tridecaprenyl diphosphate(3-).